(2S)-tert-butyl 2-[4-chloro-2-(4-butoxy-4,5-dihydroisoxazol-3-yl) phenoxy]-3-cyclopropylpropionate ClC1=CC(=C(O[C@H](C(=O)OC(C)(C)C)CC2CC2)C=C1)C1=NOCC1OCCCC